CC=1C=C(C=CC1NC1=NC=CC(=N1)C=1C=NC=CC1)C1=C(C(=O)N)C=CC=C1 (3-methyl-4-((4-(pyridin-3-yl)pyrimidin-2-yl)amino)phenyl)benzamide